FC1([C@@H]([C@@H](N(C1)C(C(C)C)=O)CC=1C(=C(C=CC1)C1=CC(=CC(=C1)F)F)F)NS(=O)(=O)CC)F N-{(2S,3R)-4,4-difluoro-1-(2-methyl-propanoyl)-2-[(2,3',5'-trifluoro[1,1'-biphenyl]-3-yl)methyl]pyrrolidin-3-yl}-ethanesulfonamide